sodium dodecylsulfonate, phosphate salt P(=O)([O-])(O)O.C(CCCCCCCCCCC)S(=O)(=O)O.[Na+]